COC(=O)C1=CC=2C(=NC(=CC2)C(C)(C)O)N1CC1CC1 1-(Cyclopropylmethyl)-6-(2-hydroxypropan-2-yl)-1H-pyrrolo[2,3-b]pyridine-2-carboxylic acid methyl ester